[Cu].[Re].[Co] cobalt-rhenium-copper